NCCCN(CCCCN)CCCN N,N-Bis(3-aminopropyl)butan-1,4-diamin